ClCCC[Si](CCC)(CCC)CCC 3-chloropropyl-tripropyl-silane